C(C)(C)(C)OC(=O)N1CCN(CC1)CC=1OC=CN1 4-(1,3-oxazol-2-ylmethyl)piperazine-1-carboxylic acid tert-butyl ester